N-{2-chloro-6-[4-(propan-2-yl)piperazin-1-yl]phenyl}-4-(5-cyclopropyl-1,2-oxazol-3-yl)-4-methylpiperidine-1-carboxamide ClC1=C(C(=CC=C1)N1CCN(CC1)C(C)C)NC(=O)N1CCC(CC1)(C)C1=NOC(=C1)C1CC1